6-amino-7-(3-(benzyloxy)-2,6-dimethylphenyl)-2-((2-(benzyloxy)ethyl)amino)-7H-pyrrolo[2,3-d]pyrimidine-5-carbonitrile NC1=C(C2=C(N=C(N=C2)NCCOCC2=CC=CC=C2)N1C1=C(C(=CC=C1C)OCC1=CC=CC=C1)C)C#N